C(C)(C)(C)OC(N[C@H]1C(CNCC1)(F)F)=O |r| rac-N-(3,3-difluoropiperidin-4-yl)carbamic acid tert-butyl ester